ethoxy-3-methylisonicotinic acid C(C)OC=1C(=C(C(=O)O)C=CN1)C